FC1([C@H](CN(C[C@H]1CCCOS(=O)(=O)C1=CC=C(C)C=C1)C(=O)OC(C)(C)C)C)F tert-butyl (3S,5R)-4,4-difluoro-3-methyl-5-(3-(tosyloxy)propyl)piperidine-1-carboxylate